[Si](C)(C)(C(C)(C)C)OC(C)C1=CC=C(S1)C(O)C1=CC(=C(C=C1)C)COCC1=CC=C(C=C1)OC (5-{1-[(tert-butyldimethylsilyl)oxy]ethyl}thiophen-2-yl)(3-{[(4-methoxybenzyl)oxy]methyl}-4-methylphenyl)methanol